FC(S(=O)(=O)OC=1SC=C(C1)C)(F)F (4-methyl thienyl) trifluoromethanesulfonate